2-(chloromethyl)-5-cyclopropylpyrazolo[1,5-a]pyridine ClCC1=NN2C(C=C(C=C2)C2CC2)=C1